(methyl)ammonium tetrakis(pentafluorophenyl)borate FC1=C(C(=C(C(=C1[B-](C1=C(C(=C(C(=C1F)F)F)F)F)(C1=C(C(=C(C(=C1F)F)F)F)F)C1=C(C(=C(C(=C1F)F)F)F)F)F)F)F)F.C[NH3+]